C(C)C1=CC=C(C=C1)N=C=S 4-ethylphenyl isothiocyanate